4,5-dihydro-7H-spiro[pyrazolo[1,5-a]pyrimidine-6,3'-pyrrolidine]-5'-carboxamide N1CC2(CC1C(=O)N)CNC=1N(C2)N=CC1